(S)-4-(3-(1-acryloylpyrrolidin-2-yl)-8-aminoimidazo[1,5-a]pyrazin-1-yl)-N-(4-(pyrrolidin-1-yl)pyridin-2-yl)benzamide C(C=C)(=O)N1[C@@H](CCC1)C1=NC(=C2N1C=CN=C2N)C2=CC=C(C(=O)NC1=NC=CC(=C1)N1CCCC1)C=C2